2-amino-8-[4-[2-methoxyethyl(methyl)amino]phenyl]-6-(5-methyl-4-prop-2-enoyl-2,3-dihydroquinoxalin-1-yl)pyrido[2,3-d]pyrimidin-7-one NC=1N=CC2=C(N1)N(C(C(=C2)N2CCN(C1=C(C=CC=C21)C)C(C=C)=O)=O)C2=CC=C(C=C2)N(C)CCOC